tert-butyl 2-(3-ethoxy-3-oxopropyl)-2-isopropylhydrazine-1-carboxylate C(C)OC(CCN(NC(=O)OC(C)(C)C)C(C)C)=O